Ethyl N-Ethylanthranilate C(C)NC=1C(C(=O)OCC)=CC=CC1